(S)-4-amino-9-ethyl-9-hydroxy-5-methoxy-12,15-dihydro-13H-pyrano[3',4':6,7]indolizino[1,2-b]thiopyrano[4,3,2-de]quinoline-10,13(9H)-dione NC1=C2C=3C(=C4C(=NC3C=C1OC)C1=CC3=C(C(N1C4)=O)COC([C@]3(O)CC)=O)C=CS2